C(CCCCCCCCCCCCCCCCCCC(=O)OC(C1CCCCC1)COC=C)(=O)OC(C1CCCCC1)COC=C di(vinyloxymethylcyclohexylmethyl) eicosanedioate